1-(6-methoxy-3,4-dihydro-2H-benzo[b][1,4]oxazin-7-yl)-N-(2-(7-oxo-6-oxa-2-azaspiro[3.4]octan-2-yl)ethyl)-6-(pyrazolo[1,5-a]pyrimidin-3-yl)-1H-pyrazolo[4,3-c]pyridine-3-carboxamide COC1=CC2=C(OCCN2)C=C1N1N=C(C=2C=NC(=CC21)C=2C=NN1C2N=CC=C1)C(=O)NCCN1CC2(C1)COC(C2)=O